2-heptaneamine CC(CCCCC)N